C(C)(C)(C)OCCCCCCC1=C(CC2=CC=CC(=C12)C1=CC=C(C=C1)C(C)(C)C)C 3-(6-(tert-butoxy)hexyl)-4-(4-(tert-butyl)phenyl)-2-methyl-1H-inden